[1-(1-methylcyclopropyl)-1H-imidazol-4-yl]methanone CC1(CC1)N1C=NC(=C1)C=O